(2s,4s)-2-(4-(3-fluorophenyl)piperidine-1-carbonyl)-7-oxa-5-azaspiro[3.4]octan-6-one FC=1C=C(C=CC1)C1CCN(CC1)C(=O)C1CC2(C1)NC(OC2)=O